4-pyridinepropanol N1=CC=C(C=C1)CCCO